O1CCNC(C12CCS(CC2)(=O)=O)=O 1-oxa-9-thia-4-azaspiro[5.5]undecan-5-one 9,9-dioxide